5-(2-(pyridin-4-ylamino)-7H-pyrrolo[2,3-d]pyrimidin-5-yl)pyrazolo[1,5-a]pyridine-3-carboxamide N1=CC=C(C=C1)NC=1N=CC2=C(N1)NC=C2C2=CC=1N(C=C2)N=CC1C(=O)N